2-(2-bromophenyl)propane-2-ol BrC1=C(C=CC=C1)C(C)(C)O